C(C)OC(=O)C1=C(N(C2=CC=C(C(=C12)CN1CCCCC1)O)C1=CC=CC=C1)C 5-hydroxy-2-methyl-1-phenyl-4-(piperidin-1-ylmethyl)-1H-indole-3-carboxylic acid ethyl ester